C(C)(C)(C)C1=CC(=C(C=C1Cl)C1=CC(C(=C(N1)C)[S@](=O)(=N)C)=O)C (S)-6-(4-tert-butyl-5-chloro-2-methyl-phenyl)-2-methyl-3-(methylsulfonimidoyl)-1H-pyridin-4-one